(pentamethylcyclopentadienyl)(indenyl)zirconium dibromide [Br-].[Br-].CC1=C(C(=C(C1(C)[Zr+2]C1C=CC2=CC=CC=C12)C)C)C